((4-nitrophenoxy)(phenoxy)phosphoryl)-L-alanine cyclobutyl ester C1(CCC1)OC([C@@H](NP(=O)(OC1=CC=CC=C1)OC1=CC=C(C=C1)[N+](=O)[O-])C)=O